sodium 2-(2-hydroxy-3,5-dipentylphenyl)acetate OC1=C(C=C(C=C1CCCCC)CCCCC)CC(=O)[O-].[Na+]